(Z)-3-(1-phenylethylamino)-1-(3-(trifluoromethyl)-5,6-dihydro-[1,2,4]triazolo[4,3-a]pyrazin-7(8H)-yl)-4-(2,4,5-trifluorophenyl)but-2-en-1-one C1(=CC=CC=C1)C(C)N\C(=C/C(=O)N1CC=2N(CC1)C(=NN2)C(F)(F)F)\CC2=C(C=C(C(=C2)F)F)F